(4-bromo-6-chloropyridin-2-yl)methanamine BrC1=CC(=NC(=C1)Cl)CN